2-{[4-(3-cyanophenyl)-6-hexylquinolin-2-yl]oxy}propanoic acid C(#N)C=1C=C(C=CC1)C1=CC(=NC2=CC=C(C=C12)CCCCCC)OC(C(=O)O)C